C(#N)[C@H](CC1=CC=C(C=C1)C1=CC=C(C=C1)C#N)NC(=O)C1OCCCNC1 N-[(1S)-1-Cyano-2-(4'-cyanobiphenyl-4-yl)ethyl]-1,4-oxazepane-2-carboxamide